O[C@@H](C)C=1N(C=CN1)CC#CC1=CC=C(C=C1)C1=CC=C(C=C1)O[C@H]1[C@@H](COC1)O (3r,4r)-4-((4'-(3-(2-((S)-1-hydroxyethyl)-1H-imidazol-1-yl)prop-1-yn-1-yl)-[1,1'-biphenyl]-4-yl)oxy)tetrahydrofurane-3-ol